CC=1C=C(C=CC1C)C1=CC(=CC=C1)N1CC(CCC1)C=1C=C(OC(C(=O)O)(C)C)C=CC1 2-(3-(1-(3',4'-dimethyl-[1,1'-biphenyl]-3-yl)piperidin-3-yl)phenoxy)-2-methylpropanoic acid